N-(2,4-dimethyl-6-oxo-1,6-dihydropyridine-3-carbonyl)-O-(4-(5,6,7,8-tetrahydro-1,8-naphthyridin-2-yl)butyl)homoserine CC=1NC(C=C(C1C(=O)N[C@@H](CCOCCCCC1=NC=2NCCCC2C=C1)C(=O)O)C)=O